N-[5-bromo-2-(4-fluorobenzoyl)-4-methyl-phenyl]-3-methyl-butanamide BrC=1C(=CC(=C(C1)NC(CC(C)C)=O)C(C1=CC=C(C=C1)F)=O)C